N1(CCC1)CCC1=NN(C(C=C1C1CC1)=O)[C@H](C(=O)N)CC(C)C (S)-2-(3-(2-(azetidine-1-yl)ethyl)-6-oxo-4-cyclopropylpyridazin-1(6H)-yl)-4-methylpentanamide